FC(C1=NN=C(O1)C1=CC=C(CN(C(=S)N2CC3(C2)CN(C3)C)C3=CC(=CC=C3)F)C=C1)F N-(4-(5-(difluoromethyl)-1,3,4-oxadiazol-2-yl)benzyl)-N-(3-fluorophenyl)-6-methyl-2,6-diazaspiro[3.3]heptane-2-thioamide